maleimidoethyl-acetamide methyl-2-chloro-6-(tetrahydro-2H-pyran-4-yl)pyrimidine-4-carboxylate COC(=O)C1=NC(=NC(=C1)C1CCOCC1)Cl.C1(C=CC(N1CCCC(=O)N)=O)=O